ClC=1C(=C(C=C(C1)C1(CC(C1)C)C1=NN=CN1C)N1C(C2=CC(=CC(=C2C1)C(F)(F)F)CNC1(CCC1)C)=O)F 2-(3-chloro-2-fluoro-5-(3-methyl-1-(4-methyl-4H-1,2,4-triazol-3-yl)cyclobutyl)phenyl)-6-(((1-methylcyclobutyl)amino)methyl)-4-(trifluoromethyl)isoindolin-1-one